6-iodo-4-methyl-3-{3-methyl-5-[4-(trifluoromethyl)-phenoxy]phenyl}-1H,4H,5H-pyrrolo[3,2-b]pyridin-5-one IC1=CC2=C(N(C1=O)C)C(=CN2)C2=CC(=CC(=C2)OC2=CC=C(C=C2)C(F)(F)F)C